CC1[C@](N(CC1)C(C1=CC=C(C=C1)OC(F)(F)F)=O)(C(=O)O)COCC1=CC=CC=C1 methyl-N-(4-trifluoromethoxybenzoyl)-2-benzyloxymethyl-proline